4-bromo-1-naphthylboric acid BrC1=CC=C(C2=CC=CC=C12)OB(O)O